C(C1=CC=CC=C1)(=O)NC1=NC(N([C@H]2C[C@H](OCSC)[C@@H](CO[Si](C)(C)C(C)(C)C)O2)C=C1)=O N4-Benzoyl-3'-O-(methylthiomethyl)-5'-O-(tert-butyldimethylsilyl)-2'-deoxycytidine